12-phosphonododecyl-phosphonic acid P(=O)(O)(O)CCCCCCCCCCCCP(O)(O)=O